NCC1(CCCCC1)CC(=O)OC1=C2C(=CNC2=CC=C1)C[C@@H]1N(CCC1)C([2H])([2H])[2H] (R)-3-((1-(methyl-d3)pyrrolidin-2-yl)methyl)-1H-indol-4-yl 2-(1-(aminometh-yl)cyclohexyl)-acetate